4-AMINO-3-CYCLOPROPOXYBENZALDEHYDE NC1=C(C=C(C=O)C=C1)OC1CC1